NC=1C=C(C=CC1)S(=O)(=O)NC1=NC(=CC(=N1)OC1=C(C(=CC=C1)N1CCN(CC1)C)Cl)C1=C(C=CC=C1)C(C)C 3-Amino-N-[4-[2-chloro-3-(4-methylpiperazin-1-yl)phenoxy]-6-(2-isopropylphenyl)pyrimidin-2-yl]benzenesulfonamide